OCCN1CCCCC1 N-HYDROXYLETHYLPIPERIDIN